C(C)(C)(C)N1CC(C1)NCC1=C(C=CC(=C1)Cl)OCC tert-butyl-3-((5-chloro-2-ethoxybenzyl)amino)azetidine